F[P-](F)(F)(F)(F)F.C(=C)C1=CC=C(CN2C=[N+](C=C2)C)C=C1 1-(4-vinylbenzyl)-3-methylimidazolium hexafluorophosphate